(4S)-tert-butyl 4-(1-(2,6-dioxopiperidin-3-yl)-3-methyl-2-oxo-2,3-dihydro-1H-benzo[d]imidazol-5-yl)-3,3-difluoropiperidine-1-carboxylate O=C1NC(CCC1N1C(N(C2=C1C=CC(=C2)[C@H]2C(CN(CC2)C(=O)OC(C)(C)C)(F)F)C)=O)=O